(2R,4S)-1-((3-chloro-2-fluorophenyl)methyl-d2)-4-((3-fluoro-6-(thiazol-2-ylamino)pyridin-2-yl)methyl)-2-methylpiperidine-4-carboxylic acid ClC=1C(=C(C=CC1)C(N1[C@@H](C[C@](CC1)(C(=O)O)CC1=NC(=CC=C1F)NC=1SC=CN1)C)([2H])[2H])F